[2H]C(C(=O)O)(OC1=C(C(=CC(=C1)F)F)C(C([2H])([2H])[2H])([2H])[2H])[2H] 2,2-dideuterio-2-[3,5-difluoro-2-(1,1,2,2,2-pentadeuterioethyl)phenoxy]acetic acid